C1(=CC=CC=C1)N(C=1C=C2OC3=C(CCCC3=CC2=CC1)C=O)C1=CC=CC=C1 6-(diphenylamino)-2,3-dihydro-1H-xanthene-4-carbaldehyde